NC=1C(=C(C(=C(C1C)C)N)C)C diamino-durene